N-(4-phenylthiazol-2-yl)-4-methoxy-2-((4-bromophenyl)sulfonylamino)benzamide C1(=CC=CC=C1)C=1N=C(SC1)NC(C1=C(C=C(C=C1)OC)NS(=O)(=O)C1=CC=C(C=C1)Br)=O